7-chloro-5-((4-methoxybenzyl)oxy)imidazo[1,2-c]pyrimidine ClC1=CC=2N(C(=N1)OCC1=CC=C(C=C1)OC)C=CN2